methyl (Z)-1-((4-(N-(3-bromo-4-fluorophenyl)-N'-hydroxycarbamimidoyl)-1,2,5-oxadiazol-3-yl)thio)cyclobutane-1-carboxylate BrC=1C=C(C=CC1F)N\C(=N/O)\C=1C(=NON1)SC1(CCC1)C(=O)OC